phenyl-tolylcarbamate C1(=CC=CC=C1)OC(NC1=C(C=CC=C1)C)=O